C1(=CC=CC=C1)C1CCC2=NN(N=C21)C=2C=C(C=NC2)C#CC=2C=NC(=NC2)N 5-((5-(4-phenyl-5,6-dihydrocyclopenta[d][1,2,3]triazol-2(4H)-yl)pyridine-3-yl)ethynyl)pyrimidin-2-amine